(3aR,6aS)-tert-Butyl 5-(6-(2-hydroxy-4-(1H-pyrazol-4-yl)phenyl)pyridazin-3-yl)hexahydropyrrolo[3,4-c]pyrrole-2(1H)-carboxylate OC1=C(C=CC(=C1)C=1C=NNC1)C1=CC=C(N=N1)N1C[C@@H]2[C@H](C1)CN(C2)C(=O)OC(C)(C)C